2-fluoro-N-(8-methylisoquinolin-1-yl)-4-{[4-(morpholin-4-yl)-1,3,5-triazin-2-yl]amino}-N-[(3R)-piperidin-3-yl]benzamide FC1=C(C(=O)N([C@H]2CNCCC2)C2=NC=CC3=CC=CC(=C23)C)C=CC(=C1)NC1=NC=NC(=N1)N1CCOCC1